ClC1=CC2=C(C3NC(N(C(O2)(C3)C)C=3C=C(C(=O)O)C=CC3)=O)C=C1 3-(9-chloro-2-methyl-4-oxo-5,6-dihydro-2H-2,6-methanobenzo[g][1,3,5]oxadiazocine-3(4H)-yl)benzoic acid